4-azido-3-(benzyloxycarbonylamino)cyclohexanecarboxylic acid ethyl ester C(C)OC(=O)C1CC(C(CC1)N=[N+]=[N-])NC(=O)OCC1=CC=CC=C1